Cl.N[C@H]1[C@@H](C(CC12CCN(CC2)C=2N=CC(=NC2)SC2=C(C(=NC=C2)NC2=NC(=NC=C2)N2C[C@@H]([C@H](CC2)O)F)Cl)=O)C (3S,4S)-1-(4-((4-((5-((3S,4S)-4-amino-3-methyl-2-oxo-8-azaspiro[4.5]Dec-8-yl)pyrazin-2-yl)thio)-3-chloropyridin-2-yl)amino)pyrimidin-2-yl)-3-fluoropiperidin-4-ol hydrochloride